1-fluoro-2,4,6-trisMethylpyridine trifluoromethanesulfonate FC(S(=O)(=O)O)(F)F.FN1C(C=C(C=C1C)C)C